(tert-butoxycarbonyl)-L-valyl-D-glutamic acid dicyclopentanyl ester C1(CCCC1)OC([C@H](NC([C@@H](NC(=O)OC(C)(C)C)C(C)C)=O)CCC(=O)OC1CCCC1)=O